S1C=NC2=C1C=C(C=C2)\C=C\2/N=C(NC2=O)NCC=2C=NC=CC2 (4Z)-4-(1,3-Benzothiazol-6-ylmethylene)-2-(3-pyridylmethylamino)-1H-imidazol-5-one